CN(C)CCOC(C=C)=O.C(C=C)(=O)O acrylic acid (dimethylamino)ethyl-acrylate